N-methyl-N-((S)-1-(((R)-1-methylazetidin-2-yl)sulfonyl)pyrrolidine-3-carbonyl)-L-valine CN([C@@H](C(C)C)C(=O)O)C(=O)[C@@H]1CN(CC1)S(=O)(=O)[C@H]1N(CC1)C